(4-(((6-Amino-5-(4-phenoxyphenyl)pyrimidin-4-yl)amino)methyl)piperidin-1-yl)(cyclohex-1-en-1-yl)methanon NC1=C(C(=NC=N1)NCC1CCN(CC1)C(=O)C1=CCCCC1)C1=CC=C(C=C1)OC1=CC=CC=C1